CNC1CCN(CC1)C=1C=2N(C=CC1)C(=CN2)N2C(NC(CC2)=O)=O 1-[8-[4-(methylamino)-1-piperidinyl]imidazo[1,2-a]pyridin-3-yl]hexahydropyrimidine-2,4-dione